C1(CCC1)NC(=O)C=1C=NN2C1N=C(C=C2NC)NC=2C(N(C=CC2)C2=NC(=CC=C2)C)=O N-cyclobutyl-5-((6'-methyl-2-oxo-2H-[1,2'-bipyridin]-3-yl)amino)-7-(methylamino)pyrazolo[1,5-a]pyrimidine-3-carboxamide